ClC1=C(OC2=CC=C(C(=C2C(=O)NC2=CC(=NC=C2C)C(=O)OC)F)C(F)(F)F)C=CC(=C1F)OC(F)(F)F Methyl 4-[[6-[2-chloro-3-fluoro-4-(trifluoromethoxy)phenoxy]-2-fluoro-3-(trifluoromethyl)benzoyl]amino]-5-methyl-pyridine-2-carboxylate